SC(CCCO)O mercaptobutylene glycol